C(CC#CCCCC)OC(CCCCC(=O)OCCCCCCBr)OCCC#CCCCC 6-bromohexyl 6,6-bis(oct-3-yn-1-yloxy)hexanoate